ethyl 3-(3-bromophenyl)-3-oxopropionate BrC=1C=C(C=CC1)C(CC(=O)OCC)=O